COC1=C(C=C(CCOCC2=CC=CC=N2)C=C1[N+](=O)[O-])C=1C=NN(C1)C 6-((4-methoxy-3-(1-methyl-1H-pyrazol-4-yl)-5-nitrophenethoxy)methyl)pyridine